[O-]P(O)(=O)OP(=O)(O)O.S(=O)(=O)(O)O.[Na+] sodium sulfate pyrophosphate